C(C)(C)(C)OC(N[C@H]1C(N(CCC1)C1=NC=C(C=C1)Br)=O)=O (R)-(1-(5-bromopyridin-2-yl)-2-oxopiperidin-3-yl)carbamic acid tert-butyl ester